3-(2,4-difluorophenyl)-2-methylpyrazolo[1,5-a]pyrimidin-7-ol FC1=C(C=CC(=C1)F)C=1C(=NN2C1N=CC=C2O)C